ClC1=C(C=C(OCC(=O)NC23CC(C2)(C3)NC3=C2C=CN=CC2=CC=C3)C=C1)F 2-(4-chloro-3-fluorophenoxy)-N-{3-[(isoquinolin-5-yl)amino]bicyclo[1.1.1]pent-1-yl}acetamide